3-methylbut-2-enal CC(=CC=O)C